(1R,3R)-3-((R)-3-(1-(7-cyclopropyl-3-((R)-1-(2,4-dichlorophenyl)ethyl)-3H-[1,2,3]triazolo[4,5-d]pyrimidin-5-yl)azetidin-3-yl)piperidin-1-yl)cyclopentane-1-carboxylic acid C1(CC1)C=1C2=C(N=C(N1)N1CC(C1)[C@@H]1CN(CCC1)[C@H]1C[C@@H](CC1)C(=O)O)N(N=N2)[C@H](C)C2=C(C=C(C=C2)Cl)Cl